dodecyl-octadecyl-silane tert-Butyl-(3-(2-chloro-5-((1R,3R)-2,2-dichloro-3-(3,4-dichlorophenyl)cyclopropane-1-carboxamido)-3-methylbenzamido)-2,4-difluorophenyl)carbamate C(C)(C)(C)N(C(O)=O)C1=C(C(=C(C=C1)F)NC(C1=C(C(=CC(=C1)NC(=O)[C@@H]1C([C@H]1C1=CC(=C(C=C1)Cl)Cl)(Cl)Cl)C)Cl)=O)F.C(CCCCCCCCCCC)[SiH2]CCCCCCCCCCCCCCCCCC